NC(C([C@H](C[C@H]1C(N[C@@H](C1)C)=O)NC(C1=C(C=CC(=C1)Cl)NC(CCC(F)(F)F)=O)=O)=O)=O N-[(1S)-3-amino-1-[[(3S,5R)-5-methyl-2-oxo-pyrrolidin-3-yl]methyl]-2,3-dioxo-propyl]-5-chloro-2-(4,4,4-trifluorobutanoylamino)benzamide